C(C)(C)(C)OC(=O)C1=C(OC=2C=C3C(=NC2)N(C=C3)C(=O)OC(C)(C)C)C=C(C=C1)N1CCC3(CN(C3)C(C)C3=CC=C(C=C3)Cl)CC1 tert-Butyl 5-(2-(tert-butoxycarbonyl)-5-{2-[1-(4-chlorophenyl)ethyl]-2,7-diazaspiro[3.5]non-7-yl}phenoxy)-1H-pyrrolo[2,3-b]pyridine-1-carboxylate